tert-butyl-(2-((4-cyanophenoxy) methyl)-3-fluoroallyl) carbamate C(N)(OCC(=C(F)C(C)(C)C)COC1=CC=C(C=C1)C#N)=O